C(CC)OP(=O)([O-])[O-] n-propyl-phosphate